rac-(1r,2r,4s,5r,6s)-6-hydroxy-4-(1-methyl-3-(trifluoromethyl)-1H-pyrazol-4-yl)-N-(2-methyl-5-(trifluoromethyl)phenyl)-8-oxatricyclo[3.2.1.02,4]octane-2-carboxamide O[C@@H]1[C@H]2[C@@]3(C[C@@]3([C@@H](C1)O2)C(=O)NC2=C(C=CC(=C2)C(F)(F)F)C)C=2C(=NN(C2)C)C(F)(F)F |r|